NC=1SC2=C(N1)C=CC(=C2)CC(=O)[O-] 2-aminobenzothiazole-6-acetate